C(C1=CC=CC=C1)OC1=C(C=C(C=C1)Br)OC 1-Benzyloxy-4-bromo-2-methoxybenzene